COC1=CC=C(C=C1)C=1NC=2N=C3N(C(C2N1)=O)CCCC3 (4-methoxyphenyl)-5,6,7,8-tetrahydropyrido[1,2-a]purin-10(3H)-one